1,2-dimethylhexamethylene diisocyanate CC(C(CCCCN=C=O)C)N=C=O